C1=CC=C2C(=C1)C3=CC=CC=C3C(=C2NO)N=O phenanthrenequinone dioxime